(4-bromophenyl)(isopropyl)sulfanilamide BrC1=CC=C(C=C1)C=1C(=C(S(=O)(=O)N)C=CC1N)C(C)C